FC(N1N=CC(=C1)C1=C(C=C(N=N1)NCC1=CC=C(C=C1)OC)OC)F 6-(1-(difluoromethyl)-1H-pyrazol-4-yl)-5-methoxy-N-(4-methoxybenzyl)pyridazin-3-amine